7-chloro-3-(2-chloro-3-(pyridin-3-yl)phenyl)pteridine-2,4(1H,3H)-dione ClC1=CN=C2C(N(C(NC2=N1)=O)C1=C(C(=CC=C1)C=1C=NC=CC1)Cl)=O